FC(CCC(=O)OCC)(F)F 4,4,4-trifluorobutyric acid, Ethyl ester